ethylenedi-chloride C(CCl)Cl